7-ethyl-N-[(1H-indol-6-yl)methyl]quinoxalin-2-amine C(C)C1=CC=C2N=CC(=NC2=C1)NCC1=CC=C2C=CNC2=C1